C(#N)N1CC(CC1)CNC(=O)C1=CC(=NN1)C1=C(C=CC=C1)C N-((1-Cyanopyrrolidin-3-yl)methyl)-3-(o-tolyl)-1H-pyrazole-5-carboxamide